CNNC1(CCCC1)C(=O)OC methyl 1-(2-methylhydrazin-1-yl)cyclopentane-1-carboxylate